NC1=CC=C(OC2=CC(=C(C=C2)C2=C(C=CC=C2)N)CCC2=CC=CC=C2)C=C1 4-(4-aminophenoxy)-2-(phenylethyl)phenylbenzenamine